NC1=C(C=C(C=N1)NC(C(=O)N1[C@H](CN([C@@H](C1)C)C(=O)C1(CC1)C(F)(F)F)C1=CC=C(C=C1)C)=O)C N-(6-amino-5-methylpyridin-3-yl)-2-((2S,5R)-5-methyl-2-(p-tolyl)-4-(1-(trifluoromethyl)cyclopropanecarbonyl)piperazin-1-yl)-2-oxoacetamide